2-[(3S,5R)-4,4-difluoro-3,5-dimethyl-1-piperidyl]-N-(1,1-dioxo-2,3-dihydro-1,2-benzothiazol-6-yl)-5-(trifluoromethyl)pyridine-3-carboxamide FC1([C@H](CN(C[C@H]1C)C1=NC=C(C=C1C(=O)NC1=CC2=C(CNS2(=O)=O)C=C1)C(F)(F)F)C)F